FC=1C=NC(N(C1)C1=CC=C(C=C1)OC)N1C(=NC2=C1C=CC(=C2)F)C 5-fluoro-2-(5-fluoro-2-methyl-1H-benzimidazol-1-yl)-N-(4-methoxyphenyl)pyrimidine